1-(2-Chlorochinolin-4-yl)-N-(5-cyano-6-(2H-1,2,3-triazol-2-yl)pyridin-3-yl)-5-(trifluoromethyl)-1H-pyrazol-4-carboxamid ClC1=NC2=CC=CC=C2C(=C1)N1N=CC(=C1C(F)(F)F)C(=O)NC=1C=NC(=C(C1)C#N)N1N=CC=N1